CNC([C@@H](C)OC1=CC=C2C(=CNC(C2=C1)=O)C1=C(C=CC=C1)C)=O (R)-N-methyl-2-((1-oxo-4-(o-tolyl)-1,2-dihydroisoquinolin-7-yl)oxy)propanamide